N-[4-[2-[1-(Azetidin-3-ylmethyl)azetidin-3-yl]ethylcarbamoyl]-3-chlorophenyl]-5-[4-(difluoromethoxy)-2,3-difluorophenyl]-1-methylimidazol-2-carboxamid N1CC(C1)CN1CC(C1)CCNC(=O)C1=C(C=C(C=C1)NC(=O)C=1N(C(=CN1)C1=C(C(=C(C=C1)OC(F)F)F)F)C)Cl